OC(OC1C(CNC1CC1CCC(CC1)OC)O)NCCOCC1NNNC1 4-[hydroxy({[2-(1,2,3-triazolidin-4-ylmethoxy)ethyl]amino})methoxy]-5-[(4-methoxycyclohexyl)methyl]pyrrolidin-3-ol